C(C1=CC=CC=C1)(=O)NCC(=O)O.C(#N)C=1C(=NC(=NC1)NC=1C(=CC(=C(C1)NC(C=C)=O)N(C)CCN(C)C)OC)C1=CN(C2=CC=CC=C12)C1CC1 N-(5-((5-cyano-4-(1-cyclopropyl-1H-indol-3-yl)pyrimidin-2-yl)amino)-2-((2-(Dimethylamino)ethyl)(methyl)amino)-4-methoxyphenyl)acrylamide Benzoylglycinate